FC1=C(C=CC(=C1F)C)C=1N=NN(C1)[C@@H]1[C@H]([C@@H](O[C@H]2[C@@H]1OC(OC2)(C)C)C(=O)O)OC (4aR,6R,7R,8R,8aR)-8-(4-(2,3-difluoro-4-methylphenyl)-1H-1,2,3-triazol-1-yl)-7-methoxy-2,2-dimethylhexahydropyrano[3,2-d][1,3]dioxine-6-carboxylic acid